5-({6-[6-(2-hydroxy-2-methylpropyloxy)pyrazolo[1,5-a]pyridin-3-amido]spiro[3.3]hept-2-yl}oxy)thieno[3,2-b]pyridine-6-carboxamide OC(COC=1C=CC=2N(C1)N=CC2C(=O)NC2CC1(CC(C1)OC1=C(C=C3C(=N1)C=CS3)C(=O)N)C2)(C)C